(Z,Z)-5,8-tetradecadien-1-ol C(CCC\C=C/C\C=C/CCCCC)O